C1(CCCCC1)C[C@@H](C(=O)N[C@@H](C[C@H]1C(NCC1)=O)C(C(=O)NC1CC1)=O)NC(OC(C(C)(C)C1=CC(=CC=C1)Cl)C1=CC=CC=C1)=O 2-(3-Chlorophenyl)-2-methyl-1-phenylpropyl ((S)-3-cyclohexyl-1-(((S)-4-(cyclopropylamino)-3,4-dioxo-1-((S)-2-oxopyrrolidin-3-yl)butan-2-yl)amino)-1-oxopropan-2-yl)carbamate